F[C@H]1[C@@H](O[C@@H]([C@H]1O)CO)N1C(N=C(C=C1)NC(C1=CC=CC=C1)=O)=O N-[1-[(2R,3R,4R,5R)-3-fluoro-4-hydroxy-5-(hydroxymethyl)tetrahydrofuran-2-yl]-2-oxo-pyrimidin-4-yl]benzamide